N2-[3-(cyclohexyl)propanoyl]-guanosine 3'-O-(2-cyanoethyl)-N,N-diisopropyl-phosphoramidite C(#N)CCP(O)(N(C(C)C)C(C)C)O[C@H]1[C@H]([C@@H](O[C@@H]1CO)N1C=NC=2C(=O)NC(NC(CCC3CCCCC3)=O)=NC12)O